(2S)-N-[(2S)-4-chloro-3-oxo-1-[(3S)-2-oxopyrrolidin-3-yl]butan-2-yl]-2-[(1H-indol-2-yl)formamido]-4-methylpentanamide ClCC([C@H](C[C@H]1C(NCC1)=O)NC([C@H](CC(C)C)NC(=O)C=1NC2=CC=CC=C2C1)=O)=O